3-[1-[2-(2,6-dioxo-3-piperidyl)-1,3-dioxo-isoindolin-5-yl]-4-piperidyl]propanoic acid O=C1NC(CCC1N1C(C2=CC=C(C=C2C1=O)N1CCC(CC1)CCC(=O)O)=O)=O